6-(4-Fluoro-1-((2'-methoxy-[1,1'-biphenyl]-4-yl)methyl)-1H-indol-7-carboxamido)spiro-[3.3]heptan FC1=C2C=CN(C2=C(C=C1)C(=O)NC1CC2(CCC2)C1)CC1=CC=C(C=C1)C1=C(C=CC=C1)OC